4-(2-(1,2,5,6-tetrahydropyridin-3-yl)-1H-pyrrolo[2,3-b]pyridin-5-yl)-N-(2,2,2-trifluoroethyl)thiophene-2-carboxamide N1CC(=CCC1)C1=CC=2C(=NC=C(C2)C=2C=C(SC2)C(=O)NCC(F)(F)F)N1